C(C1=CC=CC=C1)N(C=1OC2=C(N1)C=CC(=C2)OC\C(\CNC(OC(C)(C)C)=O)=C\F)C tert-butyl (E)-(2-(((2-(benzyl(methyl)amino)benzo[d]oxazol-6-yl)oxy)methyl)-3-fluoroallyl)carbamate